1-(2-(3-fluoro-5-(trifluoromethyl)benzoyl)pyridin-4-yl)-1,5,6,7-tetrahydro-4H-pyrazolo[4,3-c]Pyridin-4-one FC=1C=C(C(=O)C2=NC=CC(=C2)N2N=CC=3C(NCCC32)=O)C=C(C1)C(F)(F)F